C12CCCC(C1)C2 bicyclo[3.1.1]-heptane